FC(C=1C(=C(C=CC1)[C@@H](C)NC=1C=2C(N=C(N1)C)=C(C(N(C2)C2(CC2)CF)=O)N2[C@H](COCC2)CF)F)F 4-(((R)-1-(3-(difluoromethyl)-2-fluorophenyl)ethyl)amino)-6-(1-(fluoromethyl)cyclopropyl)-8-((R)-3-(fluoromethyl)morpholinyl)-2-methylpyrido[4,3-d]pyrimidin-7(6H)-one